CC1=C(OC2=C(C=C(C=C2C1=O)C)C(C)NC1=CC=CC2=C1C(NS2(=O)=O)=O)C2=CC=CC=C2 4-[1-(3,6-Dimethyl-4-oxo-2-phenyl-chromen-8-yl)ethylamino]-1,1-dioxo-1,2-benzothiazol-3-one